(1R)-1-[3-(1,1-difluoro-2-methoxyethyl)-2-fluorophenyl]ethan-1-amine FC(COC)(F)C=1C(=C(C=CC1)[C@@H](C)N)F